1,3-benzoxazine-4-one O1C=NC(C2=C1C=CC=C2)=O